CN(C)C1=CC=C(C=C1)N N,N-dimethyl-P-phenylenediamine